C(C)(C)(C)OC(=O)NCCC(=O)NC=1C=C(N(C1)C)C(=O)NC=1C=C(N(C1)C)C(=O)O 4-(4-{3-[(tert-butoxycarbonyl)amino]propanamido}-1-methylpyrrole-2-amido)-1-methylpyrrole-2-carboxylic acid